ClC1=NC=CC(=C1)CNC(=O)C1C2C(C=C(C1N(C2=O)C2=CC(=CC(=C2)Cl)Cl)C)C N-[(2-chloropyridin-4-yl)methyl]-6-(3,5-dichlorophenyl)-2,4-dimethyl-7-oxo-6-azabicyclo[3.2.1]oct-3-ene-8-carboxamid